4-chloro-N-(2,2-dimethoxyethyl)-6-methoxy-7-(3-methoxypropoxy)quinoline-3-carboxamide di-tert-butyl-hydrazine-1,2-dicarboxylate C(C)(C)(C)N(N(C(=O)O)C(C)(C)C)C(=O)O.ClC1=C(C=NC2=CC(=C(C=C12)OC)OCCCOC)C(=O)NCC(OC)OC